Arachidyl Pentacosanoate C(CCCCCCCCCCCCCCCCCCCCCCCC)(=O)OCCCCCCCCCCCCCCCCCCCC